m-bis(bromomethyl)benzene tert-Butyl-5-bromo-1-hydroxyisoindoline-2-carboxylate C(C)(C)(C)OC(=O)N1C(C2=CC=C(C=C2C1)Br)O.BrCC1=CC(=CC=C1)CBr